2-(3-((S)-1-(((R)-((R)-8-cyano-3,4-dihydro-2H-benzo[b][1,4]oxazin-2-yl)(phenyl)methyl)amino)propan-2-yl)-4-methoxyphenyl)acetic acid C(#N)C1=CC=CC2=C1O[C@H](CN2)[C@@H](C2=CC=CC=C2)NC[C@@H](C)C=2C=C(C=CC2OC)CC(=O)O